COC1=CC=2[C@@]34C([C@H](CC2C=C1NC(=O)C=1N=CNC1)N(CC4)C)CCCC3 N-[(1S,9S)-4-methoxy-17-methyl-17-azatetracyclo[7.5.3.01,10.02,7]heptadeca-2(7),3,5-trien-5-yl]-1H-imidazole-4-carboxamide